4-((4-fluoro-2-methyl-1H-indol-5-yl)oxy)-7-methoxy-6-hydroxyquinoline FC1=C2C=C(NC2=CC=C1OC1=CC=NC2=CC(=C(C=C12)O)OC)C